C(C1=CC=CC=C1)O[C@@H]1[C@H](N(C[C@@H]([C@H]1OCC1=CC=CC=C1)OCC1=CC=CC=C1)CCC1CCC(CC1)C(F)(F)F)C (2r,3r,4r,5s)-3,4,5-tris(benzyloxy)-2-methyl-1-(2-((1s,4s)-4-(trifluoromethyl)cyclohexyl)ethyl)piperidine